CN(S(=O)(=O)C)C=C=C N-methyl-N-(prop-1,2-dien-1-yl)methylsulfonamide